CC1=C(CC(C(=O)N)C2=CC=CC=C2)C=CC=C1 (2-methylbenzyl)-2-phenylacetamide